2,2-dichloro-3-(3-fluorophenyl)cyclopropane-1-carboxamide ClC1(C(C1C1=CC(=CC=C1)F)C(=O)N)Cl